Propane-2-sulfonic acid {2-[6-amino-8-(5-iodo-2,3-dihydro-benzofuran-6-ylsulfanyl)-purin-9-yl]-ethyl}-amide NC1=C2N=C(N(C2=NC=N1)CCNS(=O)(=O)C(C)C)SC1=CC2=C(CCO2)C=C1I